8-(2-(difluoromethyl)-3-methoxyphenyl)-9-(4-((1-(3-fluoropropyl)azetidin-3-ylidene)methyl)phenyl)-6,7-dihydro-5H-benzo[7]annulene-3-carboxylic acid FC(C1=C(C=CC=C1OC)C=1CCCC2=C(C1C1=CC=C(C=C1)C=C1CN(C1)CCCF)C=CC(=C2)C(=O)O)F